4,4,5,5-tetramethylimidazolin-2-one CC1(NC(NC1(C)C)=O)C